methyl 6-amino-2-chloro-5-(4,4,5,5-tetramethyl-1,3,2-dioxaborolan-2-yl)nicotinate NC1=NC(=C(C(=O)OC)C=C1B1OC(C(O1)(C)C)(C)C)Cl